4-((3,5-difluoropyridin-4-yl)ethynyl)-N,N-dimethylaniline FC=1C=NC=C(C1C#CC1=CC=C(N(C)C)C=C1)F